N1=C(C=C2C1=C2)O cyclopropazolol